t-butylmethyldi(ethylamino)silane C(C)(C)(C)[Si](NCC)(NCC)C